[N+](=O)([O-])[O-].[N+](=O)(O)[O-].[Na+] sodium nitrate (nitrate)